3-bromo-2-(cyclobutylmethoxy)pyridine BrC=1C(=NC=CC1)OCC1CCC1